(3-(trifluoromethyl)benzyl)phosphonium bromide [Br-].FC(C=1C=C(C[PH3+])C=CC1)(F)F